6-[3-chloro-4-(cyclopropylmethoxy)phenyl]-N-[[2-(3-methylmorpholin-4-yl)-3-pyridyl]methyl]pyridazine-4-carboxamide ClC=1C=C(C=CC1OCC1CC1)C1=CC(=CN=N1)C(=O)NCC=1C(=NC=CC1)N1C(COCC1)C